BrC1=CC=C(C=C1)[C@@H](C)[N+]1=NOC(=C1)[N-]C(NC1=CC(=CC=C1)C(F)(F)F)=O (R)-(3-(1-(4-bromophenyl)ethyl)-1,2,3-oxadiazol-3-ium-5-yl)((3-(trifluoromethyl)phenyl)carbamoyl)amide